C(C1=CC=CC=C1)OC(=O)N1[C@H](CN(CC1)C=1C2=C(N=C(N1)S(=O)C)CN(CC2)C(=O)OC(C)(C)C)CC#N tert-butyl 4-[(3S)-4-benzyloxycarbonyl-3-(cyanomethyl)piperazin-1-yl]-2-methylsulfinyl-6,8-dihydro-5H-pyrido[3,4-d]pyrimidine-7-carboxylate